OCCOC1=C(C=C(C=C1)C1=CC=C(C=C1)C(=O)O)I 4'-(2-hydroxyethoxy)-3'-iodo-[1,1'-biphenyl]-4-carboxylic acid